trans-4-((3-cyclopropyl-7-((3-fluorophenyl)amino)pyrazolo[1,5-a]pyrimidin-5-yl)oxymethyl)piperidin-3-ol C1(CC1)C=1C=NN2C1N=C(C=C2NC2=CC(=CC=C2)F)OC[C@H]2[C@@H](CNCC2)O